CC=1C(=NC=C(C1)C)CN(CCCCN1C(C2=CC=CC=C2C1=O)=O)C[C@@H]1N(CCN(C1)C(=O)OCC1=CC=CC=C1)C(=O)OC(C)(C)C 4-benzyl 1-(tert-butyl) (S)-2-((((3,5-dimethylpyridin-2-yl)methyl)(4-(1,3-dioxoisoindolin-2-yl)butyl)amino)methyl)piperazine-1,4-dicarboxylate